2-(4-methylcyclohexyl)propan-2-yl acetate C(C)(=O)OC(C)(C)C1CCC(CC1)C